OC[C@H]1O[C@H]([C@@H]([C@@H]1O)O)N1C2=NC=NC(=C2N=C1)N/N=C/C1=CC=C(C=C1)C(F)(F)F (2R,3S,4R,5R)-2-(hydroxymethyl)-5-{6-{2-[(E)-4-(trifluoromethyl)benzylidene]hydrazino}-9H-purin-9-yl}tetrahydrofuran-3,4-diol